rel-(S)-N-((5-(Pyridin-4-yl)isochroman-1-yl)methyl)cyclopropanamine hydrochloride salt Cl.N1=CC=C(C=C1)C1=C2CCO[C@@H](C2=CC=C1)CNC1CC1 |o1:12|